ClC=1C(=C(C=CC1)[C@@H]1N(OCC1)C1=CC(=NC=N1)NC=1C(=CC(=C(C1)NC(C=C)=O)N1CCC(CC1)N1CCN(CC1)C(C)C)OC)C N-(5-((6-((R)-3-(3-chloro-2-methylphenyl)isoxazolidine-2-yl)pyrimidine-4-yl)amino)-2-(4-(4-isopropylpiperazine-1-yl)piperidine-1-yl)-4-methoxyphenyl)acrylamide